O=C1NC=C(C(N1)=O)CC(=O)O 2-(2,4-Dioxo-1,2,3,4-tetrahydropyrimidin-5-yl)acetic acid